[Si](C)(C)(C(C)(C)C)O[C@@H]1C[C@H](N(C1=C)C(=O)OC(C)(C)C)C(=O)OC 1-tert-Butyl 2-methyl (2S,4R)-4-[(tert-butyldimethylsilyl)oxy]-5-methylidenepyrrolidine-1,2-dicarboxylate